1-chloro-4-(chloromethyl)-2-fluoro-3-methoxy-benzene ClC1=C(C(=C(C=C1)CCl)OC)F